(2S,5R)-4-(bis(4-fluorophenyl)methyl)-2,5-dimethylpiperazine-1-carboxylic acid tert-butyl ester C(C)(C)(C)OC(=O)N1[C@H](CN([C@@H](C1)C)C(C1=CC=C(C=C1)F)C1=CC=C(C=C1)F)C